C(CC)(=N)N propionamidine